2-((3-(2,6-Dioxopiperidin-3-yl)-1-methyl-1H-indazol-6-yl)oxy)-N-(4-(1-methyl-piperidin-4-yl)phenyl)acetamide O=C1NC(CCC1C1=NN(C2=CC(=CC=C12)OCC(=O)NC1=CC=C(C=C1)C1CCN(CC1)C)C)=O